2-(3-methylenecyclobutyl)acetonitrile C=C1CC(C1)CC#N